FC1=C(C2=C(CCO2)C=C1NC1=NC(=CC(=N1)NC)C)C=1CC[C@H](NCC1)C(F)F |o1:23| N2-[6-fluoro-7-[rel-(2S)-2-(difluoromethyl)-2,3,4,7-tetrahydro-1H-azepin-5-yl]-2,3-dihydrobenzofuran-5-yl]-N4,6-dimethyl-pyrimidine-2,4-diamine